NC1=C2C(C(=O)NNC2=O)=CC=C1 3-aminophthalhydrazide